Mannosyl Lactate C(C(O)C)(=O)OC1[C@@H](O)[C@@H](O)[C@H](O)[C@H](O1)CO